C(C1=CC=CC=C1)OC(CCOCNCCNCCNCCNCCNCCNCOC)=O 2,21-dioxa-4,7,10,13,16,19-hexaazatetracosane-24-oic acid benzyl ester